Tert-Butyl 1,1-difluoro-2-propioloyl-6-azaspiro[2.5]octane-6-carboxylate FC1(C(C12CCN(CC2)C(=O)OC(C)(C)C)C(C#C)=O)F